N1C(=CC2=CC=CC=C12)C[C@H](N)C(=O)O β-indolylalanine